FC1=C(OCCCCCN2CCN(CC2)C=2C=C3CN(C(C3=CC2)=O)C2C(NC(CC2)=O)=O)C=CC(=C1)C1C(COC2=CC(=CC=C12)O)C1=CC=C(C=C1)F 3-(5-(4-(5-(2-Fluoro-4-(3-(4-fluorophenyl)-7-hydroxychroman-4-yl)phenoxy)pentyl)piperazin-1-yl)-1-oxoisoindolin-2-yl)piperidin-2,6-dion